[Cl-].NN1CN(C=C1)C 1-amino-3-methylimidazole chloride salt